N-(azetidin-3-yl)-4-[2-chloro-4-[[3-[1-(2-cyanoethyl)-3-(trifluoromethyl)pyrazol-4-yl]imidazo[1,2-a]pyrazin-8-yl]amino]benzoyl]piperazine-1-carboxamide formate C(=O)O.N1CC(C1)NC(=O)N1CCN(CC1)C(C1=C(C=C(C=C1)NC=1C=2N(C=CN1)C(=CN2)C=2C(=NN(C2)CCC#N)C(F)(F)F)Cl)=O